3-(5-(((1R,2R)-2-(4-ethoxy-4-methylpiperidin-1-yl)cyclopentyl)oxy)-1-oxoisoindolin-2-yl)piperidine-2,6-dione C(C)OC1(CCN(CC1)[C@H]1[C@@H](CCC1)OC=1C=C2CN(C(C2=CC1)=O)C1C(NC(CC1)=O)=O)C